COC1=CN=CC(=N1)[C@H]1N(OCC1)C(=O)[C@@H]1CC[C@H](CC1)CN1N=C2C=C(C=CC2=C1)C#N trans-2-[[4-[(3S)-3-(6-methoxypyrazin-2-yl)isoxazolidine-2-carbonyl]cyclohexyl]methyl]indazole-6-carbonitrile